S1C(NCC1)=S 1,3-thiazolidine-2-thione